1-fluoro-N-(6-(7-fluoro-1H-benzo[d]imidazol-5-yl)imidazo[1,2-a]pyridin-2-yl)cyclopropane-1-carboxamide FC1(CC1)C(=O)NC=1N=C2N(C=C(C=C2)C2=CC3=C(NC=N3)C(=C2)F)C1